(R)-(6-Methoxy-2-methyl-4-((1-(3-(trifluoromethyl)phenyl)ethyl)amino)quinazolin-7-yl)(morpholino)methanone COC=1C=C2C(=NC(=NC2=CC1C(=O)N1CCOCC1)C)N[C@H](C)C1=CC(=CC=C1)C(F)(F)F